6-(2-(3,4-dimethoxyphenoxy)ethoxy)-3-(furan-3-yl)-2-(pyridin-3-yl)-1H-inden-1-one COC=1C=C(OCCOC2=CC=C3C(=C(C(C3=C2)=O)C=2C=NC=CC2)C2=COC=C2)C=CC1OC